CN(C)C[B-](F)(F)F.[K+] potassium [(dimethylamino)methyl]trifluoroborate